C(N)(=O)C=1C(=NN2C1NC1=C(CC2)C=CC(=C1)C(=O)O)C1=CC=C(C=C1)OC1=CC=CC=C1 3-carbamoyl-2-(4-phenoxyphenyl)-9,10-dihydro-4H-benzo[d]pyrazolo[1,5-a][1,3]diazepine-6-carboxylic acid